ClC=1C=C2C3=NN=C(N3CC3=C(N=CN3C2=CC1)C#C)COC1=C(C=CC=C1)F 15-chloro-5-ethynyl-9-(2-fluorophenoxymethyl)-2,4,8,10,11-pentaazatetracyclo[11.4.0.02,6.08,12]heptadeca-1(17),3,5,9,11,13,15-heptaene